COC1=CC=C(C=C1)C1=NN(C(=C1)NC(C)=O)C1=NC=CC=C1 N-(3-(4-methoxyphenyl)-1-(pyridin-2-yl)-1H-pyrazol-5-yl)acetamide